[N+](=O)([O-])C1=C(C=C(C=C1)[N+](=O)[O-])Cl 2,5-dinitrochlorobenzene